C(C)C1=CC=C(C=C1)C=1C2=CC=C(N2)C(=C2C=CC(C(=C3C=CC(=C(C=4C=CC1N4)C4=CC=C(C=C4)CC)N3)C3=CC=C(C=C3)CC)=N2)C2=CC=C(C=C2)CC 5,10,15,20-tetra(4-ethylphenyl)porphyrin